Methyl 2-(benzyloxy)-5-cyclopropyl-6-fluoro-3-nitrobenzoate C(C1=CC=CC=C1)OC1=C(C(=O)OC)C(=C(C=C1[N+](=O)[O-])C1CC1)F